1,7-Di-hydroxynaphthalin OC1=CC=CC2=CC=C(C=C12)O